C(C)C1=C(NC2=CC(=C(C(=C12)F)C1CCNCC1)F)C=1C=CC=2N(C1)C=CN2 6-(3-ethyl-4,6-difluoro-5-(piperidin-4-yl)-1H-indol-2-yl)imidazo[1,2-a]Pyridine